3,4-Dicyanoaniline C(#N)C=1C=C(N)C=CC1C#N